ClC1=C(CN2N=C(N=C2)C(=O)N[C@H]2C=3N(C4=C(CC2)C=CC=C4)C=CN3)C(=CC=C1)Cl |r| (+-)-1-(2,6-dichlorobenzyl)-N-(5,6-dihydro-4H-benzo[f]imidazo[1,2-a]azepin-4-yl)-1H-1,2,4-triazole-3-carboxamide